(1R,2S,5R)-2-isopropyl-5-methylcyclohexane-1-carbonyl chloride C(C)(C)[C@H]1[C@@H](C[C@@H](CC1)C)C(=O)Cl